(1-((3-methoxyphenyl)sulfonyl)cyclobutyl)methanol COC=1C=C(C=CC1)S(=O)(=O)C1(CCC1)CO